[C@H]1([C@@H](O)[C@@H](O)[C@H](O)[C@H](O1)CO)OC1=C(C=C(C=C1)C1=C2CCN(CC2=CC=C1)C)C 1,2,3,4-Tetrahydro-5-[4'-(α-D-mannopyranosyloxy)-3'-methylphenyl]-N-methylisoquinoline